(S)-1-(4-methoxyphenyl)ethylamine hydrochloride Cl.COC1=CC=C(C=C1)[C@H](C)N